ClC1=C(C=C(C=C1)[C@@H]1CC2(CNC2)CC1)C (S)-6-(4-Chloro-3-methylphenyl)-2-azaspiro[3.4]octan